(5-cyclobutylmethoxy-4-methoxypyridin-2-yl)-methanone C1(CCC1)COC=1C(=CC(=NC1)C=O)OC